(S)-1-(4-((trifluoromethyl)thio)phenyl)ethan-1-amine FC(SC1=CC=C(C=C1)[C@H](C)N)(F)F